C1(CC1)C=1C=C(C=NC1)N 5-cyclopropyl-pyridin-3-amine